C1(CC1)C1=C(C=C(C(=O)NC(C2(COC2)C)C(NO)=N)C=C1)OCC(F)(F)F 4-cyclopropyl-N-[(N-hydroxycarbamimidoyl)-(3-methyl-oxetan-3-yl)-methyl]-3-(2,2,2-trifluoro-ethoxy)-benzamide